C(#N)C(C(=O)OCC)=NO Ethyl cyanoglyoxalate-2-oxime